Oxodihydroindole O=C1NC2=CC=CC=C2C1